(E)-4-(((ethyl(methyl)amino)methylene)amino)-2,5-dimethylbenzoic acid hydrochloride Cl.C(C)N(C)\C=N\C1=CC(=C(C(=O)O)C=C1C)C